1-((8-((3'-(3-(4-carboxypiperidin-1-yl)propoxy)-2,2'-dimethyl-[1,1'-biphenyl]-3-yl)amino)-1,7-naphthyridin-3-yl)methyl)piperidine-2-acetic acid C(=O)(O)C1CCN(CC1)CCCOC=1C(=C(C=CC1)C1=C(C(=CC=C1)NC=1N=CC=C2C=C(C=NC12)CN1C(CCCC1)CC(=O)O)C)C